ClC=1C=C(C=NC1)C1=NC(=C2N=CN(C2=N1)[C@H]1[C@@H]([C@@H]([C@H](O1)C(=O)NC([2H])([2H])[2H])O)O)NCC1=CC=C(C=C1)OC (2S,3S,4R,5R)-5-(2-(5-chloropyridin-3-yl)-6-(4-methoxybenzylamino)-9H-purin-9-yl)-3,4-Dihydroxy-N-(methyl-d3)-tetrahydrofuran-2-carboxamide